BrC=1N=CN(C1C1=CC=NC=C1)CC(=O)OC(C)(C)C t-butyl 2-[4-bromo-5-(4-pyridyl) imidazol-1-yl]Acetate